5,6-dichloro-4'-methyl-1H-spiro[indole-3,3'-pyrrolidin]-2-one ClC=1C=C2C(=CC1Cl)NC(C21CNCC1C)=O